C(CC(C)C)NC1=CC=C(C=C1)C=1C=NC=CC1 N-isopentyl-4-(3-pyridyl)aniline